OCC(CC(C1=CC=CC=C1)(C1=CC=CC=C1)C1=CC=CC=C1)O 1,2-dihydroxy-3-trityl-propane